2-bromo-5-(3,4-dimethoxybenzyl)-5,6-dihydro-4H-thieno[2,3-c]pyrrol-4-one BrC1=CC2=C(CN(C2=O)CC2=CC(=C(C=C2)OC)OC)S1